hydrazino-2-(trifluoromethyl)pyrimidine N(N)C1=NC(=NC=C1)C(F)(F)F